tert-butyl 6-(2-(2,6-dioxopiperidin-3-yl)-1-oxoisoindoline-5-carbonyl)-2,6-diazaspiro[3.4]octane-2-carboxylate O=C1NC(CCC1N1C(C2=CC=C(C=C2C1)C(=O)N1CC2(CN(C2)C(=O)OC(C)(C)C)CC1)=O)=O